C(C1=CC=CC=C1)(=O)N([C@@H](C)C(=O)O)C1=CC(=C(C=C1)Cl)Cl |r| benzoyl-N-(3,4-dichlorophenyl)-DL-alanine